4-methylamino-3-pentenoic acid CNC(=CCC(=O)O)C